METHYL PERFLUOROBUTYL ETHER FC(C(C(C(F)(F)F)(F)F)(F)F)(F)OC